NC1=C(C=C2CCN(C2=C1)CC1=CC=C(C=C1)C(F)(F)F)NC(CC1=CC=C(C=C1)F)=O N-[6-Amino-1-(4-trifluoromethylbenzyl)-2,3-dihydro-1H-indol-5-yl]-2-(4-fluorophenyl)-acetamide